O[C@@H](CO)C1=CC=C(C=N1)NC(=O)[C@H]1O[C@@](C[C@@H]1C1=C(C(=C(C=C1)F)F)OCC)(C(F)(F)F)C (2S,3R,5S)-N-(6-((R)-1,2-dihydroxyethyl)pyridin-3-yl)-3-(2-ethoxy-3,4-difluorophenyl)-5-methyl-5-(trifluoromethyl)tetrahydrofuran-2-carboxamide